C(C)OC1=C(C=C(C=C1)OB(O)O)C(F)(F)F 4-ethoxy-3-(trifluoromethyl)phenylboric acid